N,N-dimethyl-Glycine ethyl-2-((5-bromoquinolin-6-yl)oxy)acetate C(C)C(C(=O)O)OC=1C(=C2C=CC=NC2=CC1)Br.CN(CC(=O)O)C